(rac)-2-(6-{[3-(2,3-dichloro-6-fluorophenyl)-1-(prop-2-enoyl)pyrrolidin-3-yl]amino}-4-fluoro-3-methylindazol-2-yl)-N-methylacetamide ClC1=C(C(=CC=C1Cl)F)[C@]1(CN(CC1)C(C=C)=O)NC=1C=C(C2=C(N(N=C2C1)CC(=O)NC)C)F |r|